N-(3,5-Dimethyl-1H-pyrazol-4-yl)-4-(1-methyl-1H-pyrazol-3-yl)-5-[4-(trifluoromethyl)phenoxy]pyrimidine-2-carboxamide CC1=NNC(=C1NC(=O)C1=NC=C(C(=N1)C1=NN(C=C1)C)OC1=CC=C(C=C1)C(F)(F)F)C